N,N,N-trimethyl-1-adamantyl-ammonium carbonate C([O-])([O-])=O.C[N+](C)(C)C12CC3CC(CC(C1)C3)C2.C[N+](C)(C)C23CC1CC(CC(C2)C1)C3